[Sb].C[SiH](C)C.C[SiH](C)C.C[SiH](C)C tris(trimethylsilane) antimony